iron (III) tris(sec-butylethylphosphinate) C(C)(CC)P([O-])(=O)CC.C(C)(CC)P([O-])(=O)CC.C(C)(CC)P([O-])(=O)CC.[Fe+3]